C(C)(C)C=1C=C(C=CC1)C1CC2(CN(C2)C(=O)C2CC3(C2)NC(OC3)=O)CC1 (2s,4s)-2-(6-(3-Isopropylphenyl)-2-azaspiro[3.4]octane-2-carbonyl)-7-oxa-5-azaspiro[3.4]octan-6-one